2,4-difluoro-N-(5-(4-(2-(2-fluoropropoyl)-2,7-diazaspiro[3.5]nonan-7-yl)quinazolin-6-yl)-2-methoxypyridin-3-yl)benzenesulfonamide FC1=C(C=CC(=C1)F)S(=O)(=O)NC=1C(=NC=C(C1)C=1C=C2C(=NC=NC2=CC1)N1CCC2(CN(C2)C(C(C)F)=O)CC1)OC